C(C)(=O)NC(=S)NC1=CC=CC=C1 1-acetyl-3-phenyl-thiourea